3,4-dimethoxyhydrocinnamic acid COC=1C=C(CCC(=O)O)C=CC1OC